1-(3-(3-fluoro-3-oxetanyl)benzoyl)-D-prolinamide FC1(COC1)C=1C=C(C(=O)N2[C@H](CCC2)C(=O)N)C=CC1